1H-BENZOIMIDAZOLE-2-CARBOXALDEHYDE N1C(=NC2=C1C=CC=C2)C=O